1,1,1-tris(4-hydroxy-phenyl)ethane OC1=CC=C(C=C1)C(C)(C1=CC=C(C=C1)O)C1=CC=C(C=C1)O